(2,3-dihydroxypropyl)azetidine-3-carboxamide hydrochloride Cl.OC(CN1CC(C1)C(=O)N)CO